C1(CCCCC1)N1N=CC=2C1=NC(=NC2NC(=O)C=2SC(=CC2)[N+](=O)[O-])C2=CC=C(C=C2)C=O N-(1-cyclohexyl-6-(4-formylphenyl)-1H-pyrazolo[3,4-d]pyrimidin-4-yl)-5-nitrothiophene-2-carboxamide